ClN1N=CC2=CC=CC=C12 chloro-1H-indazol